7-(2-(4-(5-fluorobenzo[b]thiophen-7-yl)piperazin-1-yl)ethyl)quinolin-2(1H)-one FC1=CC2=C(SC=C2)C(=C1)N1CCN(CC1)CCC1=CC=C2C=CC(NC2=C1)=O